O1CCOC12CC=C(CC2)C2=NN(C1=CC=C(C=C21)C2=CC(NC=C2)=O)C2OCCCC2 4-(3-(1,4-dioxaspiro[4.5]dec-7-en-8-yl)-1-(tetrahydro-2H-pyran-2-yl)-1H-indazol-5-yl)pyridin-2(1H)-one